CO[Si](C(CCCC[SiH3])C)(OC)OC [3-(2-trimethoxysilylpropyl)propyl]silane